(S)-2-(2-((3-(aminomethyl)pyrrolidin-1-yl)methyl)-4-chlorophenoxy)ethan-1-ol difumarate C(\C=C\C(=O)O)(=O)O.C(\C=C\C(=O)O)(=O)O.NC[C@H]1CN(CC1)CC1=C(OCCO)C=CC(=C1)Cl